3-(6,8-Difluoro-imidazo[1,2-a]pyridin-3-yl)-1-(2,2,2-trifluoroethyl)-1H-pyrazolo[4,3-c]pyridine-6-carboxylic acid (4-hydroxy-tetrahydro-pyran-3-yl)-amide OC1C(COCC1)NC(=O)C1=CC2=C(C=N1)C(=NN2CC(F)(F)F)C2=CN=C1N2C=C(C=C1F)F